BrC1=C(C=C(C#N)C=C1)COC 4-bromo-3-(methoxymethyl)benzonitrile